C(#N)C1(CCN(CC1)C(=O)OC(C)(C)C)CC=1C=NC(=NC1)C(F)(F)F tert-butyl 4-cyano-4-((2-(trifluoromethyl)pyrimidin-5-yl)methyl)piperidine-1-carboxylate